O(C1=CC=CC=C1)C(=O)C1=C(C=CC(=C1)N)N 2-phenoxycarbonyl-1,4-phenylenediamine